The molecule is an L-lysine derivative obtained from nucleophilic cleavage of the beta-lactam ring of piperacillin by the epsilon-amino group of the L-lysine molecule. It contains a piperacilloyl group. It derives from a piperacillin. CCC1CN(C(=O)C(=O)N1)C(=O)N[C@H](C2=CC=CC=C2)C(=O)N[C@@H]([C@@H]3N[C@H](C(S3)(C)C)C(=O)O)C(=O)NCCCC[C@@H](C(=O)O)N